The molecule is a 1,2-diacyl-sn-glycero-3-phosphocholine in which the acyl groups at positions 1 and 2 are specified as octadecanoyl and pentanoyl respectively. It derives from an octadecanoic acid and a valeric acid. CCCCCCCCCCCCCCCCCC(=O)OC[C@H](COP(=O)([O-])OCC[N+](C)(C)C)OC(=O)CCCC